C1(CC1)C1CN(CCN1)C1=CC=C(N=N1)C1=CC2=C(N=C(O2)C)C=C1O 6-[6-(3-cyclopropylpiperazin-1-yl)pyridazin-3-yl]-2-methyl-1,3-benzoxazol-5-ol